O\N=C\C1=CC=C(CN(C(O)=O)C)C=C1.COC=1C=C(C=C(C1OC)OC)C1=NC2=C(N1)C=C(C=C2)C(=O)N 2-(3,4,5-trimethoxyphenyl)-1H-benzo[d]imidazole-6-carboxamide (E)-(4-((Hydroxyimino)methyl)benzyl)(methyl)carbamate